C(C1=CC=CC=C1)N([C@@H](C(=O)OC)C)CC(=O)C1=CC(=C(C=C1)F)F (R)-methyl 2-(benzyl(2-(3,4-difluorophenyl)-2-oxoethyl)amino)propanoate